ClC1=C(C=C2C=C(NC2=C1)C(=O)N[C@H](C(=O)N[C@@H](C[C@H]1C(NCCC1)=O)C#N)CC1CC1)F 6-chloro-N-[(1S)-2-[[(1S)-1-cyano-2-[(3S)-2-oxo-3-piperidyl]ethyl]amino]-1-(cyclopropylmethyl)-2-oxo-ethyl]-5-fluoro-1H-indole-2-carboxamide